COC([C@@H](C1=CC=C(C=C1)O)NC(=O)C(C)(C)C)=O (R)-2-((tert-butylcarbonyl)amino)-2-(4-hydroxyphenyl)acetic acid methyl ester